C(C1=CC=CC=C1)OC(=O)N[C@@H](C(=O)OCC1=CC=CC=C1)CNC(C1=CC(=CC(=C1)F)C1=CN=NN1C(C)(C)C)=O (R)-benzyl 2-(((benzyloxy)carbonyl)amino)-3-(3-(1-(tert-butyl)-1H-1,2,3-triazol-5-yl)-5-fluorobenzamido)propanoate